N-(2,6-dibromophenyl)-2-azabicyclo[2.2.1]heptane-3-imine BrC1=C(C(=CC=C1)Br)N=C1NC2CCC1C2